FC1=NC(=CC=C1C1CCN(CC1)C(=O)OC(C)(C)C)C(NC)=O tert-butyl 4-[2-fluoro-6-(methylcarbamoyl)pyridin-3-yl]piperidine-1-carboxylate